O1CCN(CC1)CCOC1=CC=NC=C1C(=O)N 4-(2-morpholinoethoxy)nicotinamide